C1(CC1)S(=O)(=O)N1N=CC(=C1)C1=NC=CC(=N1)NC1=NC=C(C(=C1)N1CCC2(CCCO2)CC1)C#CC=1C=NC=CC1 (1-(cyclopropylsulfonyl)-1H-pyrazol-4-yl)-N-(5-(pyridin-3-ylethynyl)-4-(1-oxa-8-azaspiro[4.5]dec-8-yl)pyridin-2-yl)pyrimidin-4-amine